(R)-N-(1-(3-(difluoromethyl)-2-fluorophenyl)ethyl)-6,7-dimethoxy-2-methylpyrido[2,3-d]pyrimidin-4-amine FC(C=1C(=C(C=CC1)[C@@H](C)NC=1C2=C(N=C(N1)C)N=C(C(=C2)OC)OC)F)F